[Cl-].C(=CC)N1CN(C=C1)C=C 1-propenyl-3-vinylimidazole chloride salt